ClC=1C(=C(C=CC1)C(C)(C)N1[C@@H](C[C@@](CC1)(C(=O)O)CC1=NC(=CC=C1F)NC1=NNC(=C1)C)C)F (2R,4R)-1-(2-(3-chloro-2-fluorophenyl)propan-2-yl)-4-((3-fluoro-6-((5-methyl-1H-pyrazol-3-yl)amino)pyridin-2-yl)methyl)-2-methylpiperidine-4-carboxylic acid